4-(10-phenylanthracen-9-yl)-5,9-dioxa-13b-boranaphtho[3,2,1-de]anthracene C1(=CC=CC=C1)C1=C2C=CC=CC2=C(C2=CC=CC=C12)C=1C=2OC=3C=CC=C4OC=5C=CC=CC5B(C34)C2C=CC1